3-Bromo-2-(bromomethyl)-N,N,5-trimethyl-benzamide BrC=1C(=C(C(=O)N(C)C)C=C(C1)C)CBr